tert-Butyl (3S)-3-(morpholin-4-ylcarbonyl)-3,4-dihydroisoquinoline-2(1H)-carboxylate N1(CCOCC1)C(=O)[C@H]1N(CC2=CC=CC=C2C1)C(=O)OC(C)(C)C